Vitamin C phosphate magnesium [Mg+2].P(=O)([O-])([O-])[O-].OC=1[C@H](OC(C1O)=O)[C@H](CO)O.P(=O)([O-])([O-])[O-].[Mg+2].[Mg+2]